FC(N1C=NC=C1)(F)F 3-trifluoromethylimidazole